COC1=C(C=CC=C1)N1CCN(CC1)CCCCNC(=O)N1CC=2C=CC=NC2CC1 N-(4-(4-(2-Methoxyphenyl)piperazin-1-yl)butyl)-7,8-dihydro-1,6-naphthyridine-6(5H)-carboxamide